BrC1=CC(=C2C(=N1)CCC2)CO (2-bromo-6,7-dihydro-5H-cyclopenta[b]pyridin-4-yl)methanol